C1(CCCCC1)CC=C(C)C1CCCCC1 1,3-dicyclohexyl-2-butene